CN(C1C(=C(C(C2(C(=C3C(C4=C(C(=CC=C4C(C3C(C12)O)C)NC(CCCCCCCCCCCCC)=O)O)=O)O)O)=O)C(=O)N)O)C 4-(dimethylamino)-3,5,10,12,12a-pentahydroxy-6-methyl-1,11-dioxo-9-(tetradecanoylamino)-4a,5,5a,6-tetrahydro-4H-tetracene-2-carboxamide